1,3-bis(3-glycidyltetrafluorophenoxy)-2-hydroxypropane C(C1CO1)C=1C(=C(OCC(COC2=C(C(=C(C(=C2F)F)F)CC2CO2)F)O)C(=C(C1F)F)F)F